ClC=1C=C2C(=NC1OC)C(=C(N2C)C2=NNC(=N2)[C@H](C)O)N2C=NC=C2 (S)-1-(3-(6-chloro-3-(1H-imidazol-1-yl)-5-methoxy-1-methyl-1H-pyrrolo[3,2-b]pyridin-2-yl)-1H-1,2,4-triazol-5-yl)ethan-1-ol